N-cyanomethyl-2-cyanomethylene-1,3-thiazolidine C(#N)CN1C(SCC1)=CC#N